m-monosilyl-styrene [SiH3]C=1C=C(C=C)C=CC1